C=C\C=C\CC(CCC)=O (E)-6-nonadienal